C(#N)[C@H](C[C@H]1C(NCC1)=O)NC(=O)[C@@H]1[C@H]2C([C@H]2CN1C([C@@H](NC(C(F)(F)F)=O)C(C)(C)C)=O)(C)C (1R,2S,5S)-N-{(1S)-1-Cyano-2-[(3S)-2-oxopyrrolidin-3-yl]ethyl}-6,6-dimethyl-3-[3-methyl-N-(trifluoroacetyl)-L-valyl]-3-azabicyclo[3.1.0]hexan-2-carboxamid